(2S,6R)-2-hydroxy-6-isopropylamino-2-methyl-6-(4-(trifluoromethyl)phenyl)cyclohexan-1-one hydrochloride Cl.O[C@@]1(C([C@@](CCC1)(C1=CC=C(C=C1)C(F)(F)F)NC(C)C)=O)C